(R)-3,7-dimethyl-6-octenal C[C@@H](CC=O)CCC=C(C)C